C(C(=O)N=C=S)(=O)N=C=S oxalic acid, isothiocyanate